tri-morpholinoammonium O1CCN(CC1)[NH+](N1CCOCC1)N1CCOCC1